N1=C(C=CC=C1)C#CC1=C(C#N)C=CC=C1 2-(Pyridin-2-ylethynyl)benzonitrile